2-[(5-amino-3-fluoro-6-methoxy-2-pyridyl)oxy]acetonitrile NC=1C=C(C(=NC1OC)OCC#N)F